FC1=C(C(=CC=C1)F)C1=CC=CC2=C1C(=NO2)N2C(N1[C@H](CC([C@@H](C1)NS(=O)(=O)C)(F)F)C2)=O |o1:20,23| rel-N-{(6R,8aR)-2-[4-(2,6-difluorophenyl)-1,2-benzoxazol-3-yl]-7,7-difluoro-3-oxooctahydroimidazo[1,5-a]pyridin-6-yl}methanesulfonamide